bromo-3-fluorobenzene-1-thiol BrC1=C(C=CC=C1F)S